rac-3-(2-azabicyclo[2.1.1]hexan-5-yl)-5-(piperidin-1-ylmethyl)-5,6-dihydro-1,4,2-dioxazine C12NCC(C1C1=NOCC(O1)CN1CCCCC1)C2